sulfanilate sodium [Na+].S(=O)(C1=CC=C(C=C1)N)(=O)[O-]